N-(5-cyano-6-(2H-1,2,3-triazol-2-yl)pyridin-3-yl)-1-(2,3-dihydrobenzo[b][1,4]dioxin-5-yl)-5-(trifluoromethyl)-1H-pyrazole-4-carboxamide C(#N)C=1C=C(C=NC1N1N=CC=N1)NC(=O)C=1C=NN(C1C(F)(F)F)C1=CC=CC=2OCCOC21